C1=C(C=CC2=CC=CC=C12)S(=O)(=O)[O-].[Na+] sodium 2-naphthalenesulphonate